P(O)(O)(O)=O.C(C=C)N 2-propen-1-ylamine phosphoric acid salt